methyl 6-(((6aR,8R)-2-(3,5-difluoro-2-methoxyphenyl)-6a-ethyl-5,6,6a,7,8,9-hexahydropyrrolo[1',2':4,5]pyrazino[2,3-c]pyridazin-8-yl)oxy)nicotinate FC=1C(=C(C=C(C1)F)C=1C=C2C(=NN1)NC[C@@]1(N2C[C@@H](C1)OC1=NC=C(C(=O)OC)C=C1)CC)OC